N[C@@H]1[C@H](C[C@@H](CC1)NC1=NC(=NC=C1C(F)(F)F)NC1=C(C(=O)N)C=CC=C1)F ((4-(((1R,3S,4S)-4-amino-3-fluorocyclohexyl)amino)-5-trifluoromethylpyrimidin-2-yl)amino)benzamide